fluorenpropionic acid C1(=CC=CC=2C3=CC=CC=C3CC12)CCC(=O)O